C1(=CC=CC=C1)N1N=CC2=C1N=C/1N(C2=O)CC\C1=C/C1=CC(=CC=C1)Cl (E)-1-phenyl-8-(3-chlorobenzylidene)-7,8-dihydro-1H-pyrazolo[3,4-D]pyrrolo[1,2-a]pyrimidin-4(6H)-one